3-[4-(6-Hydroxyhexoxy)phenyl]-1-[4-(1,1,2,2,3,3,4,4,5,5,6,6,6-tridecafluorohexyl)phenyl]prop-2-en-1-one OCCCCCCOC1=CC=C(C=C1)C=CC(=O)C1=CC=C(C=C1)C(C(C(C(C(C(F)(F)F)(F)F)(F)F)(F)F)(F)F)(F)F